6-(3-[[(2R,3S)-3-[(tert-butoxycarbonyl)amino]-5-carbamoylpentan-2-yl]oxy]phenyl)hex-5-ynoic acid C(C)(C)(C)OC(=O)N[C@H]([C@@H](C)OC=1C=C(C=CC1)C#CCCCC(=O)O)CCC(N)=O